C(C)OC=1C=NC=CC1NC(OC(C)(C)C)=O tert-butyl N-(3-ethoxy-4-pyridyl)carbamate